C/C(=C/COC([C@H](CC)C)=O)/CCC=C(C)C (S)-(Z)-3,7-Dimethyl-2,6-octadienyl-2-methylbutanoate